C(N)(=O)C=1C=C(C=NC1)C1=CC2=C(CCC=3C(=NN(C23)C2=CC(=CC(=C2)Cl)Cl)C(=O)N2CCN(CCC2)C(=O)OC(C)(C)C)C=C1OC tert-butyl 4-[8-(5-carbamoyl-3-pyridyl)-1-(3,5-dichlorophenyl)-7-methoxy-4,5-dihydrobenzo[g]indazole-3-carbonyl]-1,4-diazepane-1-carboxylate